3,6-diethyl-4,5-dicyanocyclohexene C(C)C1C=CC(C(C1C#N)C#N)CC